ClC1=CC(=C2C(=NC(N(C2=C1)C1=C(C=CC=C1)Cl)=O)NC)OC 7-Chloro-1-(2-chlorophenyl)-5-methoxy-4-(methylamino)quinazolin-2(1H)-one